N-[4-[(E)-3-[4-[2-Hydroxyethyl(methyl)amino]phenyl]prop-2-enoyl]phenyl]formamide OCCN(C1=CC=C(C=C1)/C=C/C(=O)C1=CC=C(C=C1)NC=O)C